FC(CC=1C=C2C(=NC=NC2=CC1)N1CCC2(CC1)CCNCC2)(F)F 3-[6-(2,2,2-trifluoroethyl)quinazolin-4-yl]-3,9-diazaspiro[5.5]undecan